(3R)-3-aminopyrrolidine N[C@H]1CNCC1